O1C(=NN=C1)C=1N=C2N(C=3N=C(C=C(C3C=C2)C2=CC=C(C=C2)C)C(C(F)(F)F)(F)F)C1CN (8-(1,3,4-Oxadiazol-2-yl)-2-(perfluoroethyl)-4-(p-tolyl)imidazo[1,2-a][1,8]naphthyridin-9-yl)methanamine